N-benzyl-2-(5-(4-(2-morpholinoethoxy)-2-(prop-1-yn-1-yl)phenyl)pyridin-2-yl)acetamide barium isostearate C(CCCCCCCCCCCCCCC(C)C)(=O)[O-].[Ba+2].C(C1=CC=CC=C1)NC(CC1=NC=C(C=C1)C1=C(C=C(C=C1)OCCN1CCOCC1)C#CC)=O.C(CCCCCCCCCCCCCCC(C)C)(=O)[O-]